[Si](C1=CC=CC=C1)(C1=CC=CC=C1)(C(C)(C)C)OCCC1CN(C1)C(=O)OC(C)(C)C tert-butyl 3-(2-((tert-butyldiphenylsilyl)oxy)-ethyl)azetidine-1-carboxylate